N-(3-(1-((2-amino-5-chloropyridin-3-yl)oxy)cyclohexyl)phenyl)-3-methylbenzamide NC1=NC=C(C=C1OC1(CCCCC1)C=1C=C(C=CC1)NC(C1=CC(=CC=C1)C)=O)Cl